CC1(OC2=C(C(=NC(=C2)SC)C2=CN(C3=CN=C(C=C32)NC(C)=O)C([2H])([2H])[2H])OC1)C N-(3-(2,2-dimethyl-7-(methylthio)-2,3-dihydro-[1,4]dioxino[2,3-c]pyridin-5-yl)-1-(methyl-d3)-1H-pyrrolo[2,3-c]pyridin-5-yl)acetamide